tert-Butyl (S)-1-[(S)-(4-ethylthiazol-2-yl)-2-(4-nitrophenyl)ethylamino]-3-methyl-1-oxobutan-2-ylcarbamate C(C)C=1N=C(SC1)N(C([C@H](C(C)C)NC(OC(C)(C)C)=O)=O)CCC1=CC=C(C=C1)[N+](=O)[O-]